N-[3-chloro-4-[4-(piperidine-4-carbonyl)piperazine-1-carbonyl]phenyl]-5-(3,4-difluoro-5-methoxy-phenyl)-1-methyl-imidazole-2-carboxamide ClC=1C=C(C=CC1C(=O)N1CCN(CC1)C(=O)C1CCNCC1)NC(=O)C=1N(C(=CN1)C1=CC(=C(C(=C1)OC)F)F)C